C(C)C(COP(OCC(CCCC)CC)(OCC(CCCC)CC)=O)CCCC tri(2-ethylhexyl)phosphoric acid